2-((3R,5R)-3-fluoro-5-((5-(trifluoromethyl)pyrimidin-2-yl)amino)piperidin-1-yl)-1-methyl-5-nitro-1H-benzo[d]imidazole-6-carbonitrile F[C@H]1CN(C[C@@H](C1)NC1=NC=C(C=N1)C(F)(F)F)C1=NC2=C(N1C)C=C(C(=C2)[N+](=O)[O-])C#N